(trans-3-(imidazo[4,5-d]pyrrolo[2,3-b]pyridin-1(6H)-yl)cyclobutyl)propane-1-sulfonamide N1(C=NC=2C1=C1C(=NC2)NC=C1)[C@@H]1C[C@H](C1)C(CC)S(=O)(=O)N